FC(C(=O)O)(F)F.NC1(CCN(CC1)C1=C(C(=C(C(=N1)SC(C(=O)N)C1=CC=CC=C1)C#N)CC)C#N)CO 2-((6-(4-Amino-4-(hydroxymethyl)piperidin-1-yl)-3,5-dicyano-4-ethylpyridin-2-yl)thio)-2-phenylacetamide, Trifluoroacetic acid salt